1-(difluoromethyl)-4-fluoro-5-(4,4,5,5-tetramethyl-1,3,2-dioxaborolan-2-yl)pyrazolo[1,5-a]pyridin-2-one FC(N1C(C=C2N1C=CC(=C2F)B2OC(C(O2)(C)C)(C)C)=O)F